O=C1NC(CCC1C1C(C(CC=C1F)C)=O)=O 1-(2,6-dioxopiperidin-3-yl)-6-fluoro-3-methyl-2-oxo-2,3-dihydro-1H-benzene